1-(((5-amino-3-cyanobenzyl)oxy)propan-2-yl)-7,8-dihydro-6H-pyrazolo[1,5-a]pyrrolo[3,2-e]pyrimidine-3-carboxamide NC=1C=C(C=C(COCC(C)N2CC(=C3N2C2=C(C=N3)CCN2)C(=O)N)C1)C#N